ClC1=NC=C(C(=N1)NC1=CC2=C(N(C(N2CCC(CC)(C)O)=O)C)C=C1)Cl 5-((2,5-dichloropyrimidin-4-yl)amino)-3-(3-hydroxy-3-methylpentyl)-1-methyl-1,3-dihydro-2H-benzo[d]imidazol-2-one